CC=1N=C2N(C=C(C=C2C#N)B2OC(C(O2)(C)C)(C)C)C1 2-methyl-6-(4,4,5,5-tetramethyl-1,3,2-dioxaborolan-2-yl)imidazo[1,2-a]pyridine-8-carbonitrile